benzene-1,2,4,5-tetracarboxylic acid tetramethyl ester COC(=O)C=1C(=CC(=C(C1)C(=O)OC)C(=O)OC)C(=O)OC